C(CCCC(=O)OCC1=CC=CC=C1)(=O)[O-] 5-mono-benzyl glutarate